N-[1-(hydroxymethyl)cyclobutyl]propanamide OCC1(CCC1)NC(CC)=O